2-(TERT-BUTOXYMETHYL)PHENYLBORONIC ACID C(C)(C)(C)OCC1=C(C=CC=C1)B(O)O